di-(3-pentadecylphenyl) carbonate C(OC1=CC(=CC=C1)CCCCCCCCCCCCCCC)(OC1=CC(=CC=C1)CCCCCCCCCCCCCCC)=O